O1C=2C(OCC1COCCC(S(=O)(=O)[O-])C)=CSC2.[K+] potassium 3-[(2,3-dihydrothieno[3,4-b]-[1,4]dioxin-2-yl) methoxy]-1-methyl-1-propanesulfonate